4-Nitrophenyl ((1-(trifluoromethyl)cyclopropyl)methyl) carbonate C(OC1=CC=C(C=C1)[N+](=O)[O-])(OCC1(CC1)C(F)(F)F)=O